FC1=C(SC=C1C1=CNC2=CC=CC=C12)C(CCC(=O)OC)=O Methyl 4-(3-fluoro-4-(1H-indol-3-yl) thiophen-2-yl)-4-oxobutanoate